C(C1=CC=CC=C1)(=O)[C@@]12[C@@](N(C=3C=CC=CC13)C(CCCC)=O)(C[C@@H]2C2=NC=CC=C2)C 1-((1S,2aS,7bR)-7b-benzoyl-2a-methyl-1-(pyridin-2-yl)-1,2,2a,7b-tetrahydro-3H-cyclobuta[b]indol-3-yl)pentan-1-one